C(C)(C)C1=C(C=CC=C1)C1N(CCN(C1)CC1=C2N=CC=NC2=CC=C1)C1CC2(C1)CCN(CC2)C2=CC=C(C(=O)N)C=C2 4-(2-(2-(2-isopropylphenyl)-4-(quinoxalin-5-ylmethyl)piperazin-1-yl)-7-azaspiro[3.5]nonan-7-yl)benzamide